N[C@@H]1C[C@H](C1)C(=O)NC1CCC(CC1)C(F)(F)C1=CC(=NC(=C1)Cl)N1CCN(CC1)S(=O)(=O)C1=CC=C(C=C1)N1C(C[C@H](C1)N)=O Trans-3-amino-N-[4-[[2-[4-[4-[(4R)-4-amino-2-oxo-pyrrolidin-1-yl]phenyl]sulfonylpiperazin-1-yl]-6-chloro-4-pyridyl]-difluoro-methyl]cyclohexyl]cyclobutanecarboxamide